C[C@]1(CCOC(=O)C1)O (R)-(-)-Mevalonolactone